(S)-2-amino-4-(pyridine-4-yl)-butanoic acid N[C@H](C(=O)O)CCC1=CC=NC=C1